CC(C=CC(=O)O)(C)C1=CC=CC=C1 4-methyl-4-phenyl-2-pentenoic acid